N(=[N+]=[N-])C(C)C1=CC=C(C(=O)NN)C=C1 4-(1-azidoethyl)benzoyl-hydrazine